N[C@@H](CC(=O)O)CC1=CC(=CC=C1)Cl (R)-β-amino-4-(3-chlorophenyl)-butyric acid